6-Chloro-1-(2,4-diisopropyl-3-pyridyl)-4-[(2S,5R)-2,5-dimethyl-4-prop-2-enoyl-piperazin-1-yl]-7-[2-(trifluoro-methyl)phenyl]pyrido[2,3-d]pyrimidin-2-one ClC1=CC2=C(N(C(N=C2N2[C@H](CN([C@@H](C2)C)C(C=C)=O)C)=O)C=2C(=NC=CC2C(C)C)C(C)C)N=C1C1=C(C=CC=C1)C(F)(F)F